ClC1=CC=C(C=C1)C1=C(C=C(C=C1)C(=O)O)CN1CCN(CC1)C1=CC=C(C=C1)C(NS(=O)(=O)C1=CC(=C(C=C1)N[C@@H](CSC1=CC=CC=C1)CCN(C)C)[N+](=O)[O-])=O (R)-4'-chloro-2-((4-(4-(((4-((4-(dimethylamino)-1-(phenylthio)butan-2-yl)amino)-3-nitrophenyl)sulfonyl)carbamoyl)phenyl)piperazin-1-yl)methyl)-[1,1'-biphenyl]-4-carboxylic acid